3-{3-[(1S)-1-amino-2,3-dihydro-1H-inden-5-yl]-6-(pyridin-3-yl)imidazo[4,5-b]pyridin-2-yl}pyridin-2-amine N[C@H]1CCC2=CC(=CC=C12)N1C(=NC=2C1=NC=C(C2)C=2C=NC=CC2)C=2C(=NC=CC2)N